ClC1=CC2=C(N=C(N=C2N2CCN(CC2)C(C=C)=O)OC[C@H]2N(CCC2)C)N=C1C1=C(C=CC=C1O)F (4-(6-chloro-7-(2-fluoro-6-hydroxyphenyl)-2-(((S)-1-methylpyrrolidin-2-yl)methoxy)pyrido[2,3-d]pyrimidin-4-yl)piperazin-1-yl)prop-2-en-1-one